7-fluoro-5-(4-trifluoromethylbenzyl)-indolizine-3-carboxylic acid (1-phenylcyclopropyl) amide C1(=CC=CC=C1)C1(CC1)NC(=O)C1=CC=C2C=C(C=C(N12)CC1=CC=C(C=C1)C(F)(F)F)F